N-[5-bromo-4-(fluoromethoxy)-6-methoxy-pyrimidin-2-yl]-6-chloro-1H-indole BrC=1C(=NC(=NC1OC)N1C=CC2=CC=C(C=C12)Cl)OCF